(2R,4S)-N-((S)-1-((5-chloro-2-(1H-tetrazol-1-yl)benzyl)amino)-1-oxopropan-2-yl)-4-(4-(pyridin-3-yl)benzyl)pyrrolidine-2-carboxamide hydrochloride Cl.ClC=1C=CC(=C(CNC([C@H](C)NC(=O)[C@@H]2NC[C@H](C2)CC2=CC=C(C=C2)C=2C=NC=CC2)=O)C1)N1N=NN=C1